2-(5-(1-(trifluoromethyl)cyclopropyl)thiophen-2-yl)acetamide FC(C1(CC1)C1=CC=C(S1)CC(=O)N)(F)F